1-(2-chloro-4-fluorophenyl)-1H-imidazole-4-carboxamide ClC1=C(C=CC(=C1)F)N1C=NC(=C1)C(=O)N